((S)-3-(naphthalene-1-yl)-2-stearamidopropionyl)-leucyl-valine C1(=CC=CC2=CC=CC=C12)C[C@@H](C(=O)N[C@@H](CC(C)C)C(=O)N[C@@H](C(C)C)C(=O)O)NC(CCCCCCCCCCCCCCCCC)=O